FC1=CC=C(C=C1)C=CC1=C(C=CC=C1)P(C1=CC=CC=C1)(C1=NC=CC=C1C)=O (2-(4-fluorophenylethenyl)phenyl)(3-methylpyridin-2-yl)(phenyl)phosphine oxide